ClC=1C=CC(=C(C1)C=1C=2N(N=C(C1)C)C(=CC2)C(=O)NS(=O)(=O)C)OCCN2C(=NC=1CCC(CC1C2=O)N(C)C)C 4-[5-chloranyl-2-[2-[6-[di(methyl)amino]-2-methyl-4-oxidanylidene-5,6,7,8-tetrahydroquinazolin-3-yl]ethoxy]phenyl]-2-methyl-N-methylsulfonyl-pyrrolo[1,2-b]pyridazine-7-carboxamide